ClC=1C=CC=C2C=CC=C(C12)C=1C=CC2=C(N=C(N=C2N2[C@@H]3CCN([C@@H]3C2)C(C(=C)F)=O)OCC23CCCN3CCC2)N1 1-((1R,5R)-6-(7-(8-chloronaphthalen-1-yl)-2-((tetrahydro-1H-pyrrolizin-7a(5H)-yl)methoxy)pyridino[2,3-d]pyrimidin-4-yl)-2,6-diazabicyclo[3.2.0]hept-2-yl)-2-fluoroprop-2-en-1-one